1-[3-[5-(2,2,2-trifluoroethoxy)pyrimidin-2-yl]pyrazin-2-yl]ethanamine FC(COC=1C=NC(=NC1)C=1C(=NC=CN1)C(C)N)(F)F